1-[(2R,4S,5S)-5-[[bis(4-methoxyphenyl)(phenyl)methoxy]methyl]-4-[(tert-butyldimethylsilyl)oxy]-5-(hydroxymethyl)oxolan-2-yl]-5-fluoro-3H-pyrimidine-2,4-dione COC1=CC=C(C=C1)C(OC[C@]1([C@H](C[C@@H](O1)N1C(NC(C(=C1)F)=O)=O)O[Si](C)(C)C(C)(C)C)CO)(C1=CC=CC=C1)C1=CC=C(C=C1)OC